4-(4-iodo-1H-imidazol-1-yl)-1-(oxetane-3-yl)piperidine IC=1N=CN(C1)C1CCN(CC1)C1COC1